C(C(C)(C)C)(=O)OCC(=O)O 2-(pivaloyloxy)acetic acid